CS(=O)(=O)CC=1C=C(C=CC1)NC1=NC2=CC=CC=C2C=N1 N-(3-((methylsulfonyl)methyl)phenyl)quinazolin-2-amine